4-(7-bromo-6-methoxyquinazolin-4-yl)piperazine-1-carboxylic acid tert-butyl ester C(C)(C)(C)OC(=O)N1CCN(CC1)C1=NC=NC2=CC(=C(C=C12)OC)Br